4-(4-(2-((5-cyclobutyl-1H-pyrazol-3-yl)amino)-2-oxoethyl)phenoxy)-N-(2-(2-(2-((2-(2,6-dioxopiperidin-3-yl)-1,3-dioxoisoindolin-4-yl)amino)ethoxy)ethoxy)ethyl)butanamide C1(CCC1)C1=CC(=NN1)NC(CC1=CC=C(OCCCC(=O)NCCOCCOCCNC2=C3C(N(C(C3=CC=C2)=O)C2C(NC(CC2)=O)=O)=O)C=C1)=O